C1(CC1)N1CCC=2C=C(N=CC2C1=O)OC\C(\CNC(OC(C)(C)C)=O)=C\F (E)-tert-butyl (2-(((7-cyclopropyl-8-oxo-5,6,7,8-tetrahydro-2,7-naphthyridine-3-yl)oxy)methyl)-3-fluoroallyl)carbamate